6-fluoro-salicylic acid FC=1C=CC=C(C1C(=O)O)O